C(CCC=C)C1=NC2=CC=CC=C2C(=C1)Cl 2-(pent-4-en-1-yl)-4-chloroquinoline